N(C1=CC=CC=C1)C1=C(C(=NN=N1)NC1=CC=CC=C1)NC1=CC=CC=C1 tris-anilinotriazine